C(C)(C)(C)OC(=O)N1CCC(CC1)CCN1N=CC(=C1)Br 4-(2-(4-bromo-1H-pyrazol-1-yl)ethyl)piperidine-1-carboxylic acid tert-butyl ester